allylallylallylbutylammonium hydroxide [OH-].C(C=C)C=CCC=CCCCCC[NH3+]